C1(CC1)C1=C(C(=NO1)C1=C(C=CC=C1Cl)Cl)C1=CC2(C1)CCN(CC2)C=2N=CC1=C(N2)N(C=C1)C 2-(2-(5-Cyclopropyl-3-(2,6-dichlorophenyl)isoxazol-4-yl)-7-azaspiro[3.5]non-1-en-7-yl)-7-methyl-7H-pyrrolo[2,3-d]pyrimidin